1-(5-ethylthiophen-3-yl)ethane-1,2-diol C(C)C1=CC(=CS1)C(CO)O